C(C)C=1C=CC2=C3C(C(C(=C2C1)OC(=O)OCCCCCCC)=O)=C1C=CC=CC1=C(C3=O)OC(=O)OCCCCCCC 2-ethyl-5,11-dioxo-6,12-bis(n-heptyloxycarbonyloxy)naphthonaphthalene